(5-(2-(2-azaspiro[3.3]heptan-2-yl)ethyl)-2-oxo-4-(trifluoromethyl)pyridin-1(2H)-yl)-4-methylpentanoic acid C1N(CC12CCC2)CCC=2C(=CC(N(C2)C(C(=O)O)CC(C)C)=O)C(F)(F)F